(1S,6R)-2,2-difluoro-6-(((R)-1-phenylethyl)amino)cyclohexan-1-ol FC1([C@H]([C@@H](CCC1)N[C@H](C)C1=CC=CC=C1)O)F